CP(=O)(CC[C@@H](C(=O)[O-])[NH3+])[O-] The molecule is an organic anion resulting from the deprotonation of the phosphinic acid group of (2R)-glufosinate-P zwitterion. It is a conjugate base of a glufosinate-P zwitterion.